C1(=CC=CC=C1)C1=C(C(=C(C=C1)P(O)(O)=O)C(C1=C(C=C(C=C1C)C)C)=O)C(C1=C(C=C(C=C1C)C)C)=O phenyl-bis(2,4,6-trimethylbenzoyl)phenylphosphonic acid